4-(9-ethyl-8-(pyridin-4-yl)-2-(1-(2-m-tolylhydrazono)ethyl)-9H-purin-6-yl)morpholine C(C)N1C2=NC(=NC(=C2N=C1C1=CC=NC=C1)N1CCOCC1)C(C)=NNC=1C=C(C=CC1)C